OCCNCC=1C(=CC(=NC1)C(=O)N)COC 5-(((2-hydroxyethyl)amino)methyl)-4-methoxymethylpyridineamide